2-(benzylamino)-3-((tert-butoxycarbonyl)amino)-3-methylbutyric acid C(C1=CC=CC=C1)NC(C(=O)O)C(C)(C)NC(=O)OC(C)(C)C